5-((5-Chloro-2-(2,2,6,6-tetramethylmorpholino)pyrimidin-4-yl)amino)-1,3-bis(3-hydroxy-3-methylbutyl)-1,3-dihydro-2H-benzo[d]imidazol-2-on ClC=1C(=NC(=NC1)N1CC(OC(C1)(C)C)(C)C)NC1=CC2=C(N(C(N2CCC(C)(O)C)=O)CCC(C)(C)O)C=C1